tert-butyl 3-(5-methoxy-2-oxo-1,2,3,4-tetrahydro-1,6-naphthyridin-7-yl)-2,5-dihydro-1H-pyrrole-1-carboxylate COC1=C2CCC(NC2=CC(=N1)C=1CN(CC1)C(=O)OC(C)(C)C)=O